C(C)(C)(C)OC(=O)N1CCC(=CC1)C=1C=NC=CC1OC1CC1 4-cyclopropoxy-1',2',3',6'-tetrahydro-[3,4'-bipyridine]-1'-formic acid tert-butyl ester